COC(=O)NC1=NC2=C(N1)C=C(C=C2)C(=O)C3=CC=CC=C3 The molecule is a carbamate ester that is methyl 1H-benzimidazol-2-ylcarbamate substituted by a benzoyl group at position 5. It has a role as an antinematodal drug, a tubulin modulator and a microtubule-destabilising agent. It is a member of benzimidazoles, a carbamate ester and an aromatic ketone. It derives from a hydride of a 1H-benzimidazole.